(S)-3-(1'-(3-(1,5-dimethyl-1H-pyrazol-4-yl)benzyl)-6-oxo-6,8-dihydro-2H,7H-spiro[furo[2,3-e]isoindole-3,4'-piperidin]-7-yl)piperidine-2,6-dione CN1N=CC(=C1C)C=1C=C(CN2CCC3(CC2)COC2=C4CN(C(C4=CC=C23)=O)[C@@H]2C(NC(CC2)=O)=O)C=CC1